[C]=O.[Ti] titanium carbon oxide